5-(aminomethyl)-2-chloropyridin-4-amine NCC=1C(=CC(=NC1)Cl)N